(2,3-epoxypropoxy)triethoxysilane C(C1CO1)O[Si](OCC)(OCC)OCC